tert-butyl 3-(3-chloro-2-methylphenyl)-3-((2-(2-methoxyethyl)-1-oxo-1,2-dihydroisoquinolin-7-yl)amino)azetidine-1-carboxylate ClC=1C(=C(C=CC1)C1(CN(C1)C(=O)OC(C)(C)C)NC1=CC=C2C=CN(C(C2=C1)=O)CCOC)C